C=1COC=CN1 3,6-oxazine